7-((6-methoxypyridin-3-yl)methyl)-2,3-dihydrofuro[3,2-b]pyridine-5-carboxylic acid COC1=CC=C(C=N1)CC1=C2C(=NC(=C1)C(=O)O)CCO2